IC=1C=C(C=CC1)C(COCC(CNC(OCC1=CC=CC=C1)=O)(C)C)(C(=O)N(C)OC)C benzyl (3-(2-(3-iodo-phenyl)-3-(methoxy-(methyl)amino)-2-methyl-3-oxopropoxy)-2,2-dimethylpropyl)-carbamate